N-{3-fluoro-4-[(3-{[(2R)-1-hydroxypropan-2-yl]amino}-1-(2-methoxy-5-methylphenyl)pyrazolo[3,4-b]pyridin-4-yl)oxy]phenyl}-2-oxo-1-phenyl-4H,5H,6H-pyrrolo[1,2-b]pyrazole-3-carboxamide FC=1C=C(C=CC1OC1=C2C(=NC=C1)N(N=C2N[C@@H](CO)C)C2=C(C=CC(=C2)C)OC)NC(=O)C2=C1N(N(C2=O)C2=CC=CC=C2)CCC1